tert-butyl 2-amino-5,6,8,9-tetrahydro-7H-pyrido[2,3-d]azepine-7-carboxylate NC=1C=CC2=C(CCN(CC2)C(=O)OC(C)(C)C)N1